C(C)S(=O)(=O)CC1CN(C1)C=1C=CC(=C2C=C(N=CC12)NC1=NC(=NC=C1)N1CC([C@@H]([C@@H](C1)F)O)(C)C)C (4S,5R)-1-{4-[(8-{3-[(ethane-sulfonyl)methyl]azetidin-1-yl}-5-methylisoquinolin-3-yl)amino]pyrimidin-2-yl}-5-fluoro-3,3-dimethylpiperidin-4-ol